3-Nitro-4,4'-methylenedianiline [N+](=O)([O-])C=1C=C(N)C=CC1CC1=CC=C(N)C=C1